[(3S)-1-prop-2-enoylpyrrolidin-3-yl] N-[2-[2-[5-fluoro-2-[3-fluoro-4-(1,2,3,4-tetrahydroisoquinolin-6-yl)thieno[2,3-d]pyridazin-7-yl]phenoxy]ethoxy]ethyl]carbamate FC=1C=CC(=C(OCCOCCNC(O[C@@H]2CN(CC2)C(C=C)=O)=O)C1)C=1N=NC(=C2C1SC=C2F)C=2C=C1CCNCC1=CC2